[Se]1C(=CC=C1)C=O selenophenecarbaldehyde